C(C)N[C@@H](CCO)C(=O)O Ethyl-homoserin